(2-benzoxazolyl-formyl)valine ethyl ester C(C)OC([C@@H](NC(=O)C=1OC2=C(N1)C=CC=C2)C(C)C)=O